N1(CCCCCC1)C(C(N1C=NC2=C(C1=S)C=NN2)C2=CC=CC=C2)=O 1-(azepan-1-yl)-2-phenyl-2-(4-thioxo-1,4-dihydro-5H-pyrazolo[3,4-d]pyrimidin-5-yl)ethan-1-one